C(C1=CC=CC=C1)N1CCC(CC1)CCNC(=O)N1[C@H](CN(C[C@H]1C)C1=NC=C(C=N1)F)C (2S,6R)-N-[2-(1-benzylpiperidin-4-yl)ethyl]-4-(5-fluoropyrimidin-2-yl)-2,6-dimethylpiperazine-1-carboxamide